OCC1=CC=C(C=C)C=C1 4-hydroxymethyl-styrene